O1C(=NC2=C1C=CC=C2)[C@H]2N(CCC1=C2N=CN1)C(=O)C1=NC(=NN1C)C(F)(F)F (S)-(4-(benzo[d]oxazol-2-yl)-6,7-dihydro-1H-imidazo[4,5-c]pyridin-5(4H)-yl)(1-methyl-3-(trifluoromethyl)-1H-1,2,4-triazol-5-yl)methanone